FC1=CC=C(C=C1)[C@@H]1CN(CC1)C(=O)C1=CC=C(C=C1)OC[C@@H](CC1=NN=NN1)O ((R)-3-(4-Fluorophenyl)pyrrolidin-1-yl)(4-((R)-2-hydroxy-3-(1H-tetrazol-5-yl)propoxy)phenyl)methanon